ClC=1N=C(C2=C(N1)CN(CC2)C(=O)OC(C)(C)C)NCCC2=CNC1=CC=CC=C21 tert-butyl 2-chloro-4-{[2-(1H-indol-3-yl)ethyl]amino}-5H,6H,7H,8H-pyrido[3,4-d]pyrimidine-7-carboxylate